CO[C@]1(CCN(CC12CCCC2)C(=O)N2[C@@H](C[C@@H](CC2)NC)C2=CC=CC=C2)CN2C(C=C(C=C2)C2=CC=CC=C2)=O 1-(((S)-10-methoxy-7-((2S,4R)-4-(methylamino)-2-phenylpiperidine-1-carbonyl)-7-azaspiro[4.5]dec-10-yl)methyl)-4-phenylpyridin-2(1H)-one